methyl 2-((tert-butoxycarbonyl) amino)-7-((7-methoxynaphthalen-2-yl) oxy)-1,2,3,4-tetrahydronaphthalen-2-carboxylate C(C)(C)(C)OC(=O)NC1(CC2=CC(=CC=C2CC1)OC1=CC2=CC(=CC=C2C=C1)OC)C(=O)OC